(2-((S)-2,2-dimethylcyclopropane-1-carbonyl)-8-(5-(1-hydrazinylethyl)-1,2,4-oxadiazol-3-yl)-2,6-diazaspiro[3.4]octan-6-yl)(thiazol-5-yl)methanone CC1([C@H](C1)C(=O)N1CC2(C1)CN(CC2C2=NOC(=N2)C(C)NN)C(=O)C2=CN=CS2)C